O=C1N(C(C2=CC=CC=C12)=O)CC(=O)NNC(CN1C(C2=CC=CC=C2C1=O)=O)=O 2-(1,3-dioxoisoindolin-2-yl)-N'-(2-(1,3-dioxoisoindolin-2-yl)acetyl)acetohydrazide